[1,4]Oxazin-6-carboxylate O1CC=NC=C1C(=O)[O-]